FC(C=1C=CC(=C(C1)C=1C=C2C(=NC1)N(C(N2CC=2C=NC=CC2)=O)C)F)F 6-(5-(difluoromethyl)-2-fluorophenyl)-3-methyl-1-(pyridin-3-ylmethyl)-1,3-dihydro-2H-imidazo[4,5-b]pyridin-2-one